(4-(3-hydroxypropyl)-1-carbonylisoindolin-2-yl)piperidine-2,6-dione OCCCC1=C2CN(C(C2=CC=C1)=C=O)N1C(CCCC1=O)=O